OC=1C=C(C2=C(OC(OC2=O)(C(=O)O)C)C1C1C=C(CCC1)C)CCCCC 7-hydroxy-2-methyl-8-(3-methylcyclohex-2-en-1-yl)-4-oxo-5-pentyl-4H-benzo[d][1,3]dioxine-2-carboxylic acid